1-(4-methylphenyl)-3-{[3-(thiophen-3-yl)-1,2,4-oxadiazol-5-yl]methyl}imidazolidine-2,4,5-trione CC1=CC=C(C=C1)N1C(N(C(C1=O)=O)CC1=NC(=NO1)C1=CSC=C1)=O